4-chloro-N-(4-methyl-3-((3-(9-(tetrahydro-2H-pyran-2-yl)-9H-purin-6-yl)pyridin-2-yl)amino)phenyl)-3-(trifluoromethoxy)benzamide ClC1=C(C=C(C(=O)NC2=CC(=C(C=C2)C)NC2=NC=CC=C2C2=C3N=CN(C3=NC=N2)C2OCCCC2)C=C1)OC(F)(F)F